dimethyl (((3'-methyl-4-pentyl-[1,1'-biphenyl]-2,6-diyl)bis(oxy))bis(methylene))bis(methyl carbamate) CC=1C=C(C=CC1)C1=C(C=C(C=C1OCN(C(OC)=O)C)CCCCC)OCN(C(OC)=O)C